ClC1=CC=C(C=C1)C=1N=C2N(C=CC=N2)C1CN1CC2CCC(C1)N2C(=O)C2=NC(=CC=C2F)OC (3-{[2-(4-Chlorophenyl)imidazo[1,2-a]pyrimidin-3-yl]methyl}-3,8-diazabicyclo[3.2.1]oct-8-yl)(3-fluoro-6-methoxypyridin-2-yl)methanone